2,4-bis[4-(4-aminophenoxy)phenyl]-6-phenyl-1,3,5-triazine NC1=CC=C(OC2=CC=C(C=C2)C2=NC(=NC(=N2)C2=CC=C(C=C2)OC2=CC=C(C=C2)N)C2=CC=CC=C2)C=C1